C1(CCC1)N[C@@H]1CN(CC1)C1=CC=C(N=N1)C1=C(C=C(C(=C1)F)C1=CN=C(O1)C)O 2-{6-[(3S)-3-(cyclobutylamino)pyrrolidin-1-yl]pyridazin-3-yl}-4-fluoro-5-(2-methyl-1,3-oxazol-5-yl)phenol